NC([C@H](C[C@H]1C(NCCC1)=O)NC([C@H](CC1CC1)NC(=O)C1=CC=2C(=CN=CC2)N1Cl)=O)=O N-[(1S)-2-[[(1S)-2-amino-2-oxo-1-[[(3S)-2-oxo-3-piperidyl]methyl]ethyl]amino]-1-(cyclopropylmethyl)-2-oxo-ethyl]-chloro-1H-pyrrolo[2,3-c]pyridine-2-carboxamide